N-acrylamidopropyl-N,N-dimethyl-N-dodecylammonium bromide [Br-].C(C=C)(=O)NCCC[N+](CCCCCCCCCCCC)(C)C